5-[1-(2,6-dichloro-4-cyclopropylphenyl)-1H-pyrazol-3-yl]-2-methylbenzonitrile ClC1=C(C(=CC(=C1)C1CC1)Cl)N1N=C(C=C1)C=1C=CC(=C(C#N)C1)C